2-(2-(2-ethyl-4,4-dimethylcyclohexylidene)ethyl)-1,3-dioxolane C(C)C1C(CCC(C1)(C)C)=CCC1OCCO1